3-Mercaptopropylethyldimethoxysilan SCCC[Si](OC)(OC)CC